2-(piperidin-3-ylmethyl)quinazolin-4(3H)-one N1CC(CCC1)CC1=NC2=CC=CC=C2C(N1)=O